methyl-triazolate CC1=C(N=NN1)C(=O)[O-]